FC=1C=C(C=CC1)C#CC1=CC=C(C=C1)C1=NOC(=N1)C(C)N(C1CC1)C N-(1-(3-(4-((3-fluorophenyl)ethynyl)phenyl)-1,2,4-oxadiazol-5-yl)ethyl)-N-methylcyclopropanamine